2-tert-butyl-3H-imidazol C(C)(C)(C)C1=NC=CN1